(4-bromophenyl)(4-chlorophenyl)diphenylsilane BrC1=CC=C(C=C1)[Si](C1=CC=CC=C1)(C1=CC=CC=C1)C1=CC=C(C=C1)Cl